7-amino-3-((3-((3R,5R)-5-(4-fluorophenyl)tetrahydro-furan-3-yl)-1,2,4-oxadiazol-5-yl)methyl)-5-methylimidazo[5,1-f][1,2,4]triazin-4(3H)-one NC1=NC(=C2C(N(C=NN21)CC2=NC(=NO2)[C@@H]2CO[C@H](C2)C2=CC=C(C=C2)F)=O)C